CC1=CC=C(N=N1)C1=C(N=C2N1C=CC=C2)C(=O)N (6-methylpyridazin-3-yl)imidazo[1,2-a]pyridine-2-carboxamide